C1(CC1)C=1C=C(C(=O)NC=2C=C(C=CC2F)NC(OC(C)(C)C)=O)C=CC1 t-butyl [3-(3-cyclopropylbenzamido)-4-fluorophenyl]carbamate